ClC1=NC(=NC(=N1)C=1C=CC=2C=CC3=CC=CC=C3C2C1)C1=CC=CC=C1 2-chloro-4-(phenanthrene-3-yl)-6-phenyl-1,3,5-triazine